(3-hydroxy-4-(4-oxo-3,5,7,8-tetrahydro-4H-thiopyrano[4,3-d]pyrimidin-2-yl)phenyl)boronic acid OC=1C=C(C=CC1C=1NC(C2=C(N1)CCSC2)=O)B(O)O